2-(2-amino-5-methyl-6-oxo-1,6-dihydro-pyrimidin-1-yl)acetic acid NC=1N(C(C(=CN1)C)=O)CC(=O)O